(S)-1-(4-(1H-benzo[d]imidazol-2-yl)-1,4,6,7-tetrahydro-5H-imidazo[4,5-c]pyridin-5-yl)-3-(5-chlorothiazol-2-yl)propan-1-one N1C(=NC2=C1C=CC=C2)[C@H]2N(CCC1=C2N=CN1)C(CCC=1SC(=CN1)Cl)=O